2,2',2'',2'''-((2S,5S,8S,11S)-2,5,8,11-tetrakis(3-guanidinopropyl)-1,4,7,10-tetraazacyclododecane-1,4,7,10-tetrayl)tetraacetic acid N(C(=N)N)CCC[C@@H]1N(C[C@@H](N(C[C@@H](N(C[C@@H](N(C1)CC(=O)O)CCCNC(=N)N)CC(=O)O)CCCNC(=N)N)CC(=O)O)CCCNC(=N)N)CC(=O)O